C(C1=CC=CC=C1)N1CC(CC1)(N(C)C)C1=CC=CC=C1 1-benzyl-N,N-dimethyl-3-phenyl-pyrrolidin-3-amine